CN1C(C2=CC=C(C=C2C1)C1=CC=CC=2C(=C(SC21)C(=O)N2CCCCC2)C(F)(F)F)=O 2-methyl-5-(2-(piperidine-1-carbonyl)-3-(trifluoromethyl)benzothien-7-yl)isoindol-1-one